4-(1-{4-[(5-amino-3-tert-butyl-pyrazol-1-carbonyl)-amino]-phenyl}-1H-benzimidazol-5-yloxyl)-pyridin-2-carboxylate NC1=CC(=NN1C(=O)NC1=CC=C(C=C1)N1C=NC2=C1C=CC(=C2)OC2=CC(=NC=C2)C(=O)[O-])C(C)(C)C